N-(6-METHOXY-1-METHYL-1H-PYRAZOLO[4,3-C]PYRIDIN-7-YL)-1-(4-(PIPERIDIN-1-YL)PYRIDIN-2-YL)-1H-PYRAZOLE-4-SULFONAMIDE COC1=C(C2=C(C=N1)C=NN2C)NS(=O)(=O)C=2C=NN(C2)C2=NC=CC(=C2)N2CCCCC2